FC(C)(F)C1=CC(=CC(=N1)C1=NC(=NC(=N1)NC(C)C)NC1=CC(=CC=C1)S(=O)(=O)C)F 6-(6-(1,1-difluoroethyl)-4-fluoropyridin-2-yl)-N2-isopropyl-N4-(3-(methylsulfonyl)phenyl)-1,3,5-triazine-2,4-diamine